P(=O)(OC(C)(C)C)(OC(C)(C)C)OCC1=C(C=CC=C1)CO di-tert-butyl (2-(hydroxymethyl) benzyl) phosphate